(Z)-1,1,1-Trifluoro-3-trifluoromethyl-pent-2-ene FC(\C=C(\CC)/C(F)(F)F)(F)F